tert-Butyl-(S,E)-2-((3-(2-((bis(2-methoxyethyl)-carbamoyl)oxy)-7-(dimethylamino)-7-oxohept-5-enamido)-2-oxopyridin-1(2H)-yl)methyl)-5-fluoro-1H-indol-1-carboxylat C(C)(C)(C)OC(=O)N1C(=CC2=CC(=CC=C12)F)CN1C(C(=CC=C1)NC([C@H](CC\C=C\C(=O)N(C)C)OC(N(CCOC)CCOC)=O)=O)=O